C1(CC1)C(=O)N1[C@H]([C@H](CCC1)NS(=O)(=O)C)COC1CCN(CC1)C1=CC=CC=C1 N-(cis-1-(cyclopropylcarbonyl)-2-(((1-phenylpiperidin-4-yl)oxy)methyl)piperidin-3-yl)methanesulfonamide